1-(11Z-docosenoyl)-2-(9Z,12Z-octadecadienoyl)-glycero-3-phosphoserine CCCCCCCCCC/C=C\CCCCCCCCCC(=O)OC[C@H](COP(=O)(O)OC[C@@H](C(=O)O)N)OC(=O)CCCCCCC/C=C\C/C=C\CCCCC